C(C)(C)(C)OC(=O)N[C@H](C(=O)N1[C@@H]([C@H]2C([C@H]2C1)(C)C)C(=O)O)C(C)(C)C (1r,2S,5S)-3-((S)-2-((tert-butoxycarbonyl)amino)-3,3-dimethylbutyryl)-6,6-dimethyl-3-azabicyclo[3.1.0]hexane-2-carboxylic acid